(3S,4R)-4-(3,4-difluorophenyl)-N-(2-fluoro-4-(1-methyl-4-chloro-1H-pyrazolyl)phenyl)piperidine-3-carbamide FC=1C=C(C=CC1F)[C@H]1[C@@H](CNCC1)C(=O)NC1=C(C=C(C=C1)C1=NN(C=C1Cl)C)F